4-(4-(3-fluoro-4-(7-hydroxyhept-1,3-diyn-1-yl)phenyl)-3,6-dihydropyridin-1(2H)-yl)-2-methyl-2-(methylsulfonyl)butanoic acid FC=1C=C(C=CC1C#CC#CCCCO)C=1CCN(CC1)CCC(C(=O)O)(S(=O)(=O)C)C